O1COC2=C1C=CC=C2CNCC2=CC(=CC=C2)C2CCCCC2 N-(1,3-benzodioxol-4-ylmethyl)-1-(3-cyclohexylphenyl)-methanamin